1,4-phenylenebis((1H-imidazol-1-yl)methanone) C1(=CC=C(C=C1)C(=O)N1C=NC=C1)C(=O)N1C=NC=C1